N-(5-(5-hydroxybenzo[d]thiazol-2-yl)pyridin-3-yl)acetamide OC=1C=CC2=C(N=C(S2)C=2C=C(C=NC2)NC(C)=O)C1